(2-((5-chloro-2-((6-methoxy-2-methyl-1,2,3,4-tetrahydroisoquinolin-7-yl)amino)pyrimidin-4-yl)oxy)phenyl)dimethylphosphine oxide ClC=1C(=NC(=NC1)NC1=C(C=C2CCN(CC2=C1)C)OC)OC1=C(C=CC=C1)P(C)(C)=O